ClC=1C(=CC=C2C(C=C(OC12)C1=CC=C(OCCOC2CC(C2)C(=O)O)C=C1)=O)C(F)(F)F 3-[2-[4-[8-chloro-4-oxo-7-(trifluoromethyl)chromen-2-yl]phenoxy]ethoxy]cyclobutanecarboxylic acid